FC(C1=CC=C(C=C1)C1=NN(C=2C1=NC=CC2)C2C(CCC2)NC(C=C)=O)(F)F N-(2-(3-(4-(trifluoromethyl)phenyl)-1H-pyrazolo[4,3-b]pyridin-1-yl)cyclopentyl)acrylamide